(S,Z)-2-((2-((4-chloro-2-fluorobenzyl)oxy)-3-cyclopropyl-5,8-dihydro-1,7-naphthyridin-7(6H)-yl)methyl)-N'-hydroxy-3-(oxetan-2-ylmethyl)-3H-imidazo[4,5-b]pyridine-6-carboximidamide ClC1=CC(=C(COC2=NC=3CN(CCC3C=C2C2CC2)CC2=NC=3C(=NC=C(C3)/C(/N)=N/O)N2C[C@H]2OCC2)C=C1)F